FC=1C=C(C=CC1CN1[C@@H](CCC1)C)C1=CC=2N(N=C1C)C(=CN2)C2=CC=NC1=CC(=CC=C21)C2=CC=NC=C2 (R)-4-(7-(3-fluoro-4-((2-methylpyrrolidin-1-yl)methyl)phenyl)-6-methylimidazo[1,2-b]pyridazin-3-yl)-7-(pyridin-4-yl)quinoline